4-(6-aminoimidazo[4,5-b]pyridin-3-yl)-2-[3-(difluoromethoxy)-5-methyl-pyrazol-1-yl]benzonitrile NC=1C=C2C(=NC1)N(C=N2)C2=CC(=C(C#N)C=C2)N2N=C(C=C2C)OC(F)F